C(C)(C)(C)OC(=O)N(CCC1=CN(C2=CC=CC=C12)C(=O)OC(C)(C)C)C1=CC(=NC=2N1N=CC2)C=2C=NC=C(C2)F tert-Butyl 3-[2-[tert-butoxycarbonyl-[5-(5-fluoro-3-pyridyl)pyrazolo[1,5-a]pyrimidin-7-yl]amino]ethyl]indole-1-carboxylate